CC1=C(C=CC=C1)N1C(NC(CC1)=O)=O 2-methylphenyldihydropyrimidine-2,4(1H,3H)-dione